6-imidazo[1,2-a]pyridin-7-yl-5-{1-[(1-methylcyclobutyl)methyl]-1H-pyrazol-4-yl}pyridine-2-carbonitrile N=1C=CN2C1C=C(C=C2)C2=C(C=CC(=N2)C#N)C=2C=NN(C2)CC2(CCC2)C